C(O)C1(C2=CC=CC=C2C=2C=CC=CC12)CO 9,9-dimethylolfluorene